N(=O)O[C@@H](CO)C (2R)-2-(nitrosooxy)-propan-1-ol